C1(=CC=CC2=CC=CC=C12)CC(=O)O.C1(=CC=CC2=CC=CC=C12)CC(=O)N 1-naphthylacetamide (1-naphthyl acetate)